(R)-N-(4-(3-aminopyrrolidin-1-yl)-2-methylquinazolin-7-yl)acrylamide N[C@H]1CN(CC1)C1=NC(=NC2=CC(=CC=C12)NC(C=C)=O)C